n-propylbromide C(CC)Br